N-[4-(4-amino-7-methylpyrrolo[2,1-f][1,2,4]triazin-5-yl)phenyl]-2-oxo-1-phenyl-1,2-dihydropyridine-3-carboxamide NC1=NC=NN2C1=C(C=C2C)C2=CC=C(C=C2)NC(=O)C=2C(N(C=CC2)C2=CC=CC=C2)=O